4,4'-(oxybis(methylene))bis(2-methoxy-1,3-dioxolane) O(CC1OC(OC1)OC)CC1OC(OC1)OC